3-(4-(4-((1R,3S)-3-(4-chloro-7,7-dimethyl-5-oxo-5,7-dihydroindolo[1,2-a]quinazolin-9-yl)cyclohexyl)piperazin-1-yl)-2,6-difluorophenyl)piperidine-2,6-dione ClC=1C=2C(N=C3N(C2C=CC1)C1=CC=C(C=C1C3(C)C)[C@@H]3C[C@@H](CCC3)N3CCN(CC3)C3=CC(=C(C(=C3)F)C3C(NC(CC3)=O)=O)F)=O